2-(1-(2-chloro-5-((1-(trifluoromethyl)-1H-pyrazol-4-yl)ethynyl)pyridin-4-yl)piperidin-4-yl)propan-2-ol ClC1=NC=C(C(=C1)N1CCC(CC1)C(C)(C)O)C#CC=1C=NN(C1)C(F)(F)F